methyl 3,3-dimethoxy-cyclobutanecarboxylate COC1(CC(C1)C(=O)OC)OC